γ-(3-iodo-benzyl)-proline IC=1C=C(CC2C[C@H](NC2)C(=O)O)C=CC1